N1(CCNCCCNCCNCCC1)N 1,4,8,11-tetraazacyclotetradecylamine